[(2R,3S,4S,5R)-5-(6-amino-2-fluoro-purin-9-yl)-3,4-dihydroxy-oxolan-2-yl]methoxyphosphonic acid NC1=C2N=CN(C2=NC(=N1)F)[C@H]1[C@H]([C@@H]([C@H](O1)COP(O)(O)=O)O)O